(S)-N-(5-(2-aminoimidazo[1,2-a]pyridin-6-yl)-2-methoxypyridin-3-yl)-3-phenylisoxazolidine-2-carboxamide NC=1N=C2N(C=C(C=C2)C=2C=C(C(=NC2)OC)NC(=O)N2OCC[C@H]2C2=CC=CC=C2)C1